C(C)OC(\C=C\C1=C(C=C(C=C1F)C=1C(=NC=CC1)SC1CCC1)F)=O (E)-3-[4-(2-cyclobutylsulfanyl-3-pyridinyl)-2,6-difluoro-phenyl]2-propenoic acid ethyl ester